CC1=CC(=NC(=N1)N1C[C@H](OCC1)C)NC(C1=C(C=C(C=C1)NS(=O)(=O)C)N1CCC2(CC2)CC1)=O (R)-N-(6-Methyl-2-(2-methylmorpholino)pyrimidin-4-yl)-4-(methylsulfonamido)-2-(6-azaspiro[2.5]octan-6-yl)benzamide